COC1=CC=2N(C=C1)C(=NC2)C[C@@H](C)N(C)C |r| (R/S)-1-(7-methoxyimidazo[1,5-a]pyridine-3-yl)-N,N-dimethylpropan-2-amine